CN(C)CC1=C(C=CC(=N1)NC=1C=CC(=C2CN(C(C12)=O)C(=O)OC(C)(C)C)C1=CN=C2N1C=CC(=C2)F)C2CCOCC2 tert-butyl 7-((6-((dimethylamino) methyl)-5-(tetrahydro-2H-pyran-4-yl) pyridin-2-yl) amino)-4-(7-fluoroimidazo[1,2-a]pyridin-3-yl)-1-oxoisoindoline-2-carboxylate